FC1(CCC(CC1)NCCCCOCC1=C(C=CC(=C1)C)S(=O)(=O)N1[C@@H](CCC1)C(=O)O)F ((2-((4-((4,4-Difluorocyclohexyl)amino)butoxy)methyl)-4-methylphenyl)sulfonyl)-L-proline